C(=O)O.N[C@H](C(=O)NCCCNC(C1=C(C=C(C=C1)NC=1C=2N(C=CN1)C(=CN2)C=2C(=NNC2)C(F)(F)F)CC)=O)C (S)-N-(3-(2-aminopropanamido)propyl)-2-ethyl-4-((3-(3-(trifluoromethyl)-1H-pyrazol-4-yl)imidazo[1,2-a]pyrazin-8-yl)amino)benzamide formate